1-(1-methoxypropoxy)hex-3-ene COC(CC)OCCC=CCC